L-isoleucyl alcohol N[C@@H]([C@@H](C)CC)C(=O)O